O1CCN(CC1)C(=O)C1CCN(CC1)C1=CC=C(C=C1)[N+](=O)[O-] morpholino[1-(4-nitrophenyl)piperidin-4-yl]methanone